CN1N=C2C(N(C=3C=CC(=CC23)C(=O)OCC)C2=CC=C(C=C2)C(F)(F)F)=C1 ethyl 2-methyl-4-[4-(trifluoromethyl) phenyl]-2H,4H-pyrazolo[4,3-b]indole-7-carboxylate